5,5-dimethylcyclohexan-1-ol CC1(CCCC(C1)O)C